C(C)OC=1C=CC2=C(N(C(CC(=C2O)C(=O)NC)=O)CC2=CC(=C(C=C2)C)F)C1 8-ethoxy-1-(3-fluoro-4-methylbenzyl)-5-hydroxy-N-methyl-2-oxo-2,3-dihydro-1H-benzo[b]azepine-4-carboxamide